(S)-(5-(1-methyl-1H-pyrazol-4-yl)-1,3,4-oxadiazol-2-yl)(4-(5-methylbenzo[d]oxazol-2-yl)-6,7-dihydro-1H-imidazo[4,5-c]pyridin-5(4H)-yl)methanone CN1N=CC(=C1)C1=NN=C(O1)C(=O)N1[C@@H](C2=C(CC1)NC=N2)C=2OC1=C(N2)C=C(C=C1)C